1-(2-(bromomethyl)-6-cyclopropylimidazo[1,2-a]pyridin-8-yl)-3-methylimidazolidine-2,4-dione BrCC=1N=C2N(C=C(C=C2N2C(N(C(C2)=O)C)=O)C2CC2)C1